1-(6-chloro-2-(4-methylthiazol-2-yl)pyrimidin-4-yl)ethan-1-one ClC1=CC(=NC(=N1)C=1SC=C(N1)C)C(C)=O